ethyl-3-methyl-3H-imidazo[4,5-b]pyridine C(C)C1=NC=2C(=NC=CC2)N1C